FC1=CC(=CC=2N=COC21)C(=O)[O-] 7-fluoro-1,3-benzoxazole-5-carboxylate